4-(2-(benzyloxy)ethyl)-N-(3-(3-((4-methyl-4H-1,2,4-triazol-3-yl)methyl)oxetan-3-yl)phenyl)-6-(trifluoromethyl)picolinamide C(C1=CC=CC=C1)OCCC1=CC(=NC(=C1)C(F)(F)F)C(=O)NC1=CC(=CC=C1)C1(COC1)CC1=NN=CN1C